FC=1C=C(C=CC1F)C=1C(=C(C=NC1C)C(=O)NC1=CC(=C(C=C1)OC1=CC=NC2=CC(=CN=C12)OC)F)O 5-(3,4-difluorophenyl)-N-[3-fluoro-4-[(7-methoxy-1,5-naphthyridin-4-yl)oxy]phenyl]-4-hydroxy-6-methylpyridine-3-carboxamide